3-(1-isopropyl-1H-benzo[d][1,2,3]triazol-5-yl)-5-(6-methyl-pyrazin-2-yl)-1,2,4-oxadiazole C(C)(C)N1N=NC2=C1C=CC(=C2)C2=NOC(=N2)C2=NC(=CN=C2)C